C(=C/C=CCCCC)/O (2Z,5Z)-octadien-1-ol